O=C1N(C(=NC2=CC=CC(=C12)C#CCCCCCCN[C@@H]1[C@@]2(CC[C@H](C1)C2(C)C)C)C(F)(F)F)C2C(NC(CC2)=O)=O 3-(4-oxo-2-(trifluoromethyl)-5-(8-(((1R,2S,4R)-1,7,7-trimethylbicyclo[2.2.1]heptane-2-yl)amino)oct-1-yn-1-yl)quinazolin-3(4H)-yl)piperidine-2,6-dione